OCC1=C(C=CC(=C1)[N+](=O)[O-])C=1CCN(CC1)C(=O)OC(C)(C)C tert-butyl 4-(2-(hydroxymethyl)-4-nitrophenyl)-3,6-dihydropyridine-1(2H)-carboxylate